tert-butyl (S)-4-(6-chloro-8-fluoro-2-(((S)-1-methylpyrrolidin-2-yl)methoxy)-7-(tributylstannyl)quinazolin-4-yl)-3-methylpiperazine-1-carboxylate ClC=1C=C2C(=NC(=NC2=C(C1[Sn](CCCC)(CCCC)CCCC)F)OC[C@H]1N(CCC1)C)N1[C@H](CN(CC1)C(=O)OC(C)(C)C)C